2-(8-((cis)-2,6-dimethylmorpholino)pyridazino[4,5-c]pyridazin-5-yl)-5-(trifluoromethyl)phenol C[C@@H]1O[C@@H](CN(C1)C1=NN=C(C2=C1N=NC=C2)C2=C(C=C(C=C2)C(F)(F)F)O)C